2-[4-methyl-1-(6-methylpyridin-2-yl)-1H-pyrazol-5-yl]thieno[3,2-c]pyridine CC=1C=NN(C1C1=CC=2C=NC=CC2S1)C1=NC(=CC=C1)C